tert-Butyl (R)-2-(5-chloro-2-((6-oxo-2-thioxo-1,2,6,7-tetrahydro-3H-purin-3-yl)methyl)phenyl)azepane-1-carboxylate ClC=1C=CC(=C(C1)[C@@H]1N(CCCCC1)C(=O)OC(C)(C)C)CN1C(NC(C=2NC=NC12)=O)=S